(4-methylcyclohexen-1-yl)boronic acid CC1CC=C(CC1)B(O)O